2-amino-5-(3-chlorophenyl)-4-oxo-4,5-dihydrofuran-3-yl phenylmethanesulfonate C1(=CC=CC=C1)CS(=O)(=O)OC1=C(OC(C1=O)C1=CC(=CC=C1)Cl)N